Cl.Cl.FC=1C=C(C=CC1)C1=CC2=C(N(C=N2)CCC[C@H]2NCCC[C@@H]2O)C=C1 (2R,3S)-2-(3-(5-(3-fluorophenyl)-1H-benzo[d]imidazol-1-yl)propyl)piperidin-3-ol dihydrochloride